(3-Chloro-4-fluorophenyl)-1-(6-cyano-5-methoxypyridin-3-yl)-1-((5-(trifluoromethyl)-1H-pyrazol-3-yl)methyl)urea ClC=1C=C(C=CC1F)NC(N(CC1=NNC(=C1)C(F)(F)F)C=1C=NC(=C(C1)OC)C#N)=O